C(=O)O.C(=O)O.C1(=CC=CC=C1)O phenol diformate